N-(1-benzyl-3-cyano-1H-indol-5-yl)-1-methyl-1H-imidazole-4-carboxamide C(C1=CC=CC=C1)N1C=C(C2=CC(=CC=C12)NC(=O)C=1N=CN(C1)C)C#N